N-(4-(hydroxymethyl)phenyl)-N,3-dimethyl-3-(2,4,5-trimethyl-3,6-dioxocyclohex-1,4-dien-1-yl)butanamide OCC1=CC=C(C=C1)N(C(CC(C)(C1=C(C(C(=C(C1=O)C)C)=O)C)C)=O)C